C=C.[Zn] zinc compound with ethylene